6-bromo-5-chloropyridine-3,4-diamine BrC1=C(C(=C(C=N1)N)N)Cl